8-(1-aminoethyl)-2-(6-fluoropyridin-3-yl)-3,6-dimethylquinazolin-4(3H)-one NC(C)C=1C=C(C=C2C(N(C(=NC12)C=1C=NC(=CC1)F)C)=O)C